C[C@H]1N(CCC(=C1)OS(=O)(=O)C(F)(F)F)C(=O)OC(C)(C)C (R)-tert-Butyl 2-methyl-4-(trifluoromethylsulfonyloxy)-5,6-dihydropyridine-1(2H)-carboxylate